4-[3-(3-Chloro-4-hydroxyphenyl)prop-2-enoyl]-N,N-dimethylbenzenesulfonamide ClC=1C=C(C=CC1O)C=CC(=O)C1=CC=C(C=C1)S(=O)(=O)N(C)C